CC1(OB(OC1(C)C)C=1C=NN(C1)[C@H]1CN(CC1)C(=O)OC(C)(C)C)C tert-butyl (R)-3-(4-(4,4,5,5-tetramethyl-1,3,2-dioxaborolan-2-yl)-1H-pyrazol-1-yl)pyrrolidin-1-carboxylate